N-(2-(aminomethyl)-6-cyclopropylimidazo[1,2-a]pyridin-8-yl)-N-methylacetamide NCC=1N=C2N(C=C(C=C2N(C(C)=O)C)C2CC2)C1